dimethyl-octyl-decanoamide CC(C(C(=O)N)(CCCCCCCC)C)CCCCCCC